C(CCCCCCCCCCC(C)C)S(=O)(=O)O isotetradecanesulfonic acid